O[C@H]1CN(CC[C@@H]1[C@@H]1N2C(C3=CC=CC=C13)=CN=C2)C(C)=O 1-((3R,4R)-3-hydroxy-4-((S)-5H-imidazo[5,1-a]isoindol-5-yl)piperidin-1-yl)ethan-1-one